COC=1C=C2C(=C(C=NC2=CC1OC)S(=O)(=O)C1=CC=C(C=C1)OC)N1CC2C(N(CCOC2)CC(C)C)CC1 7-(6,7-dimethoxy-3-((4-methoxyphenyl)sulfonyl)quinolin-4-yl)-1-isobutyldecahydropyrido[4,3-e][1,4]oxazepine